(2-bromo-4-fluoro-6-propanoyl-phenyl)tetrahydropyran-4-carboxamide BrC1=C(C(=CC(=C1)F)C(CC)=O)C1OCCC(C1)C(=O)N